NCC[C@@]1(CC[C@H]2[C@@H]3CCC=4C=C(C=CC4[C@H]3CC[C@]12C)OCC1=CC=CC=C1)O (8R,9S,13S,14S,17R)-17-(2-aminoethyl)-3-(benzyloxy)-13-methyl-7,8,9,11,12,13,14,15,16,17-decahydro-6H-cyclopenta[a]phenanthren-17-ol